1-(3-methylphenyl)-3-(3,5-dichlorophenyl)-4,4,4-trifluoro-3-hydroxybutane-1-one CC=1C=C(C=CC1)C(CC(C(F)(F)F)(O)C1=CC(=CC(=C1)Cl)Cl)=O